7-amino-4-methyl-coumarinetriacontylamine NC1=CC=C2C(=C(C(OC2=C1)=O)CCCCCCCCCCCCCCCCCCCCCCCCCCCCCCN)C